2-(1-((5-Chloropyridin-2-yl)methyl)-5-oxopyrrolidin-3-yl)-5-(2-isopropylphenoxy)benzamide ClC=1C=CC(=NC1)CN1CC(CC1=O)C1=C(C(=O)N)C=C(C=C1)OC1=C(C=CC=C1)C(C)C